1-(2-carboxyethyl)-3,3-dimethyl-3H-indol C(=O)(O)CCN1CC(C2=CC=CC=C12)(C)C